(E)-1-(3-chlorophenyl)-3-(2-hydroxyphenyl)-2-propen-1-one ClC=1C=C(C=CC1)C(\C=C\C1=C(C=CC=C1)O)=O